tert-Butyl 4-(2,6-dichloropyrimidin-4-yl)-3-(dideuterio(hydroxy)methyl)piperazine-1-carboxylate ClC1=NC(=CC(=N1)N1C(CN(CC1)C(=O)OC(C)(C)C)C(O)([2H])[2H])Cl